(S)-7-bromo-8'-(difluoromethoxy)-8-fluoro-3'h-spiro[chromane-4,2'-imidazo[1,2-a]pyridine]-6'-carbonitrile BrC1=CC=C2C(=C1F)OCC[C@]21N=C2N(C=C(C=C2OC(F)F)C#N)C1